P(=O)(OC1=CC=CC=C1)(OC1=CC=CC=C1)O Diphenyl Hydrogen Phosphate